Cuben C12=C3C4C5C3C1C5C24